C(#N)[C@H](CC1=CC=C(C=C1)C=1C=CC2=C(N(C(O2)=O)C)C1)NC(=O)C1CNCC12COC2 N-((S)-1-cyano-2-(4-(3-methyl-2-oxo-2,3-dihydrobenzo[d]oxazol-5-yl)phenyl)ethyl)-2-oxa-6-azaspiro[3.4]octane-8-carboxamide